6-(2,4-dimethoxyphenyl)-1-[(5-methylisoxazol-3-yl)methyl]-3H-imidazo[4,5-b]pyridin-2-one COC1=C(C=CC(=C1)OC)C=1C=C2C(=NC1)NC(N2CC2=NOC(=C2)C)=O